tert-butyl (R)-(1-(3-(4-decylphenyl)-1,2,4-oxadiazol-5-yl)-3-methylbutan-2-yl)carbamate C(CCCCCCCCC)C1=CC=C(C=C1)C1=NOC(=N1)C[C@H](C(C)C)NC(OC(C)(C)C)=O